ClC=1C=C2C(=NC(=NC2=C(C1C1=CC=CC2=C1N=C(S2)N)F)OC[C@H]2N(CCC2)C)N2CCNCC(C2)(F)F 4-(6-chloro-4-(6,6-difluoro-1,4-diazepan-1-yl)-8-fluoro-2-(((S)-1-methylpyrrolidin-2-yl)methoxy)quinazolin-7-yl)benzo[d]thiazol-2-amine